C[C@@H]1N(CC[C@](C1)(C)C1=NOC(=N1)[C@H]1[C@H](C1)F)C(=O)NC1=C(C=CC=C1)N1CCN(CC1)C(C)C methyl-(cis)-4-{5-[(1S,2S)-2-fluorocyclopropyl]-1,2,4-oxadiazol-3-yl}-N-[2-(4-isopropylpiperazin-1-yl)phenyl]-4-methylpiperidine-1-carboxamide